C1(CC1)C1=C2C=C(C=NC2=NC(=C1)C1=CC2=CN(N=C2C(=C1OCOC)C)C)N1CCN(CC1)C(=O)OC(C)(C)C tert-butyl 4-{5-cyclopropyl-7-[6-(methoxymethoxy)-2,7-dimethylindazol-5-yl]-1,8-naphthyridin-3-yl}piperazine-1-carboxylate